C=C(C(=O)OCC)CC(=O)OCC diethyl 2-methylenesuccinate